CC(C)(C(C)C)OC(=O)C1=C2C=CC=C(C2=CC=C1)C1C2C=CC(C1)C2 5-(5-(2,3-dimethyl-2-butoxycarbonyl)naphthyl)-bicyclo[2.2.1]hept-2-ene